4-((2-((3S,4S)-3-Amino-4-hydroxypiperidin-1-yl)-1H-benzo[d]imidazol-1-yl)methyl)benzonitril N[C@H]1CN(CC[C@@H]1O)C1=NC2=C(N1CC1=CC=C(C#N)C=C1)C=CC=C2